NC1=NC(=CC(=N1)N1[C@H](COCCC1)C1=C(C=C(C=C1)N1CCC(CC1)(O)C)Cl)C (s)-1-(4-(4-(2-amino-6-methylpyrimidin-4-yl)-1,4-oxazepan-3-yl)-3-chlorophenyl)-4-methylpiperidin-4-ol